3-fluoro-N-(3-fluorophenyl)-1-(oxetan-3-yl)azetidine-3-carboxamide FC1(CN(C1)C1COC1)C(=O)NC1=CC(=CC=C1)F